C1(=CC=CC=C1)C1CC2=C(N=C(S2)CO)CC1 (6-phenyl-4,5,6,7-tetrahydrobenzo[d]thiazol-2-yl)methanol